COC(C(C(=O)OC)(CC(F)(F)F)OC)=O.FC1=C(C(=C(C(=C1[B-](C1=C(C(=C(C(=C1F)F)F)F)F)(C1=C(C(=C(C(=C1F)F)F)F)F)C1=C(C(=C(C(=C1F)F)F)F)F)F)F)F)F.C1(=CC=C(C=C1)SC1=CC=C(C=C1)[SH+]C1=CC=C(C=C1)C1=C(C=CC=C1)C1=CC=CC=C1)C1=CC=CC=C1 4-(4-biphenylylthio)phenyl-4-biphenylylphenylsulfonium tetrakis(pentafluoroPhenyl)borate Dimethyl-2-methoxy-2-(2,2,2-trifluoroethyl)malonate